FC=1C=C(C=CC1)[C@@H]1N(CCC1)C1=NC=2N(C=C1)N=CC2C(=O)N (R)-5-(2-(3-fluorophenyl)pyrrolidin-1-yl)pyrazolo[1,5-a]pyrimidine-3-carboxamide